NC=1SC(=C(N1)C=1C=C(C#N)C=CC1)C1=C(C(=NC(=C1)C)C)F 3-[2-amino-5-(3-fluoro-2,6-dimethyl-4-pyridinyl)thiazol-4-yl]benzonitrile